8-chloro-6-(2-cyclopropylethynyl)isoquinolin-3-amine ClC=1C=C(C=C2C=C(N=CC12)N)C#CC1CC1